ClC1=C2CN(C(C2=C(C=C1)NC1=NC=C(C=C1)N1CCC(CC1)OCCCO)=O)C(=O)OC(C)(C)C tert-butyl 4-chloro-7-({5-[4-(3-hydroxypropoxy)piperidin-1-yl]pyridin-2-yl}amino)-1-oxo-3H-isoindole-2-carboxylate